C(C)(C)(C)OC(=O)N1CCC(=CC1)C1=NC=CC(=C1CN1N=C(C=2N=C(N=C(C21)O)NC(=O)OC)I)OC ((7-hydroxy-3-iodo-5-((methoxycarbonyl)amino)-1H-pyrazolo[4,3-d]Pyrimidin-1-yl)methyl)-4-methoxy-3',6'-dihydro-[2,4'-bipyridine]-1'(2'H)-carboxylic acid tert-butyl ester